(1R)-1-[5-[2,5-dimethyl-3-[[(3S)-3-methylpiperazin-1-yl]methyl]anilino]-1,3,4-oxadiazol-2-yl]ethanol dihydrochloride Cl.Cl.CC1=C(NC2=NN=C(O2)[C@@H](C)O)C=C(C=C1CN1C[C@@H](NCC1)C)C